N-[5-chloro-7-(sec-butyl)imidazo[4,3-f][1,2,4]triazin-2-yl]-1-methanesulfonylpiperidin-4-amine ClC=1N=C(N2N=C(N=CC21)NC2CCN(CC2)S(=O)(=O)C)C(C)CC